CC1=C(OC2=C(C1=O)C=C(C=C2[C@@H](C)NC=2C(=NC=CC2)C(=O)NS(N)(=O)=O)C)C2=CC=CC=C2 3-[[(1R)-1-(3,6-dimethyl-4-oxo-2-phenyl-benzopyran-8-yl)ethyl]amino]-N-sulfamoyl-pyridine-2-carboxamide